3-[[6-(8-chloro-4-oxo-chroman-2-yl)-1,3-benzodioxol-5-yl]oxy]propionic acid ClC=1C=CC=C2C(CC(OC12)C=1C(=CC2=C(OCO2)C1)OCCC(=O)O)=O